2-(1-(tert-butoxycarbonyl)-5-fluoroindolin-6-yl)benzo[d]imidazo[2,1-b]thiazole-7-carboxylic acid C(C)(C)(C)OC(=O)N1CCC2=CC(=C(C=C12)C=1N=C2SC3=C(N2C1)C=CC(=C3)C(=O)O)F